CC1(OB(OC1(C)C)[C@@H]1[C@@H](C1)C(=O)OCC)C ethyl cis-2-(4,4,5,5-tetramethyl-1,3,2-dioxaborolan-2-yl)cyclopropanecarboxylate